Benzyl-1,5-diamino-2-methylpentane C(C1=CC=CC=C1)C(C(CCCN)C)N